6-amino-5-bromo-2-(2,3-dichlorophenyl)pyrimidine-4-carboxylic acid methyl ester COC(=O)C1=NC(=NC(=C1Br)N)C1=C(C(=CC=C1)Cl)Cl